N1C(=CC2=CC=CC=C12)CCC1=C(N=C(C=2NC3=CC=CC=C3C12)CCC=1NC2=CC=CC=C2C1)C(=O)O bisindolylethyl-beta-carboline-3-carboxylic acid